ClC1=C(C=NC2=NC(=CC=C12)C1=CC2=CN(N=C2C(=C1OCOC)C)C)N1CCN(CC1)C(=O)OC(C)(C)C tert-butyl 4-{4-chloro-7-[6-(methoxymethoxy)-2,7-dimethylindazol-5-yl]-1,8-naphthyridin-3-yl}piperazine-1-carboxylate